N-trityl-N'-cyclohexylcarbodiimide C(C1=CC=CC=C1)(C1=CC=CC=C1)(C1=CC=CC=C1)N=C=NC1CCCCC1